The molecule is a phenethylamine alkaloid, a tertiary amine and a terminal acetylenic compound. It is a conjugate base of a selegiline(1+). CC(CC1=CC=CC=C1)N(C)CC#C